C(CCCCCCCCC(C)C)OP(=O)([O-])[O-] Isododecylphosphat